5-[Methyl-(3-methylbenzyl)amino]-2-(pyridin-2-yl)-4,5,6,7-tetrahydro-2H-indazol-3-ol CN(C1CC2=C(N(N=C2CC1)C1=NC=CC=C1)O)CC1=CC(=CC=C1)C